CSC(OC=1C=NN(C1)C1=C(C=C(C(=C1)OC)Br)I)=S O-[1-(4-bromo-2-iodo-5-methoxy-phenyl)pyrazol-4-yl] methylsulfanylmethanethioate